C1(C=2C(C(N1CCP([O-])([O-])=O)=O)=CC=CC2)=O (2-phthalimidoethyl)-phosphonate